ethyl 1-(4-fluorophenyl)-8-methoxy-9-(4,4,5,5-tetramethyl-1,3,2-dioxaborolan-2-yl)-5,6-dihydropyrrolo[2,1-a]isoquinoline-3-carboxylate FC1=CC=C(C=C1)C=1C=C(N2C1C1=CC(=C(C=C1CC2)OC)B2OC(C(O2)(C)C)(C)C)C(=O)OCC